N-(4-(4-(2-aminoethyl)piperazine-1-carbonyl)-3-chlorophenyl)-5-(1-(2,2-difluoroethyl)-3-(trifluoromethyl)-1H-pyrazol-4-yl)-1-methyl-1H-imidazole-2-carboxamide formate C(=O)O.NCCN1CCN(CC1)C(=O)C1=C(C=C(C=C1)NC(=O)C=1N(C(=CN1)C=1C(=NN(C1)CC(F)F)C(F)(F)F)C)Cl